CC=1NC=C(C1)C(C)(C)C 2-methyl-4-t-butylpyrrole